BrC=1C=C(C=CC1F)NC(=NO)C1=NON=C1NCCCS(=O)(=O)CC N-(3-bromo-4-fluorophenyl)-N'-hydroxy-4-((3-(ethylsulfonyl)propyl)amino)-1,2,5-oxadiazole-3-carboxamidine